C(C)(=O)O[C@H]([C@@H](CNC(C1=CC=CC=C1)=O)OC(C)=O)[C@@H]1O[C@@](C[C@@H]([C@H]1NC(COC(C)=O)=O)OC(C)=O)(OCCOCCOCC#C)C(=O)OC (1R,2R)-1-((2R,3R,4S,6R)-4-acetoxy-3-(2-acetoxyacetamido)-6-(methoxycarbonyl)-6-(2-(2-(prop-2-yn-1-yloxy)ethoxy)ethoxy)tetrahydro-2H-pyran-2-yl)-3-benzamidopropane-1,2-diyl diacetate